2-Amino-2-methyl-1-[2-{(2E)-2-[(3-methylphenyl)methylidene]hydrazinyl}-4-(morpholin-4-yl)-5,7-dihydro-6H-pyrrolo[3,4-d]pyrimidin-6-yl]propan-1-one NC(C(=O)N1CC=2N=C(N=C(C2C1)N1CCOCC1)N/N=C/C1=CC(=CC=C1)C)(C)C